FC1(OC=2C(=CC3=C(N=C(S3)NC([C@H](C)N3CC(CCC3)C3=CC=[N+](C=C3)[O-])=O)C2)O1)F 4-(1-((S)-1-((2,2-difluoro-[1,3]dioxolo[4',5':4,5]benzo[1,2-d]thiazol-6-yl)amino)-1-oxopropan-2-yl)piperidin-3-yl)pyridine 1-oxide